N-allyl-2-[1-[(4-methylphenyl)methyl]-5-oxopyrrolidin-2-yl]acetamid C(C=C)NC(CC1N(C(CC1)=O)CC1=CC=C(C=C1)C)=O